NCCC(O)C1=CC(=CC=C1)OCCC1=CC=CC=C1 3-amino-1-(3-phenethoxyphenyl)propan-1-ol